CC1(CCC2(CNC2)CC1)OC1=NC=C(C=C1)C(F)(F)F 7-methyl-7-((5-(trifluoromethyl)pyridin-2-yl)oxy)-2-azaspiro[3.5]Nonane